ClC1=C(C=CC(=N1)N)C1=CC(=CC=C1)OCC(F)(F)F 6-chloro-5-[3-(2,2,2-trifluoroethoxy)phenyl]pyridin-2-amine